C1=CC=CC2=CC3=CC=CC=C3C(=C12)OCCCCCOC1=C(C(=O)OCCCCCOC=2C3=CC=CC=C3C=C3C=CC=CC23)C(=CC(=C1)OCCCCCOC=1C2=CC=CC=C2C=C2C=CC=CC12)OCCCCCOC=1C2=CC=CC=C2C=C2C=CC=CC12 5-(anthracen-9-yloxy)pentyl 2,4,6-tris((5-(anthracen-9-yloxy)pentyl)oxy)benzoate